C(C)O[C@H]1CC[C@H](CC1)C#CC1=CN=C(C2=CC(=C(C=C12)C(=O)N)OC(C)C)OC[C@H]1NC(CC1)=O 4-((cis-4-ethoxycyclohexyl)ethynyl)-7-isopropoxy-1-(((S)-5-oxopyrrolidin-2-yl)methoxy)isoquinoline-6-carboxamide